2,4-dibromo-5-chloro-6-fluoronaphthalen-1-amine hydrobromide Br.BrC1=C(C2=CC=C(C(=C2C(=C1)Br)Cl)F)N